C(C1=CC=CC=C1)OC(NC12COC(C1)(C2)C(F)F)=O (1-(difluoromethyl)-2-oxabicyclo[2.1.1]hex-4-yl)carbamic acid benzyl ester